C(C)(C)(C)OC(=O)N1CCC(CC1)N1N=CC(=C1)O 4-(4-hydroxy-1H-pyrazol-1-yl)piperidine-1-carboxylic acid tert-butyl ester